ClC=1C(=C(C=CC1)NC(=S)C1=C(CCNC1=O)NCC1=C(C=NC=C1)OCC1OCCOC1)C N-(3-chloro-2-methyl-phenyl)-4-[[3-(1,4-dioxan-2-ylmethoxy)-4-pyridinyl]methylamino]-6-oxo-2,3-dihydro-1H-pyridine-5-thiocarboxamide